(2S)-N-[(2S)-1-[(5'S)-5'-cyano-2-oxo-1H-spiro[pyrazolo[1,5-a]imidazole-3,3'-pyrrolidin]-1'-yl]-4-methyl-1-oxopentan-2-yl]-N-methyl-2-(2,2,2-trifluoroacetamido)propanamide C(#N)[C@@H]1CC2(CN1C([C@H](CC(C)C)N(C([C@H](C)NC(C(F)(F)F)=O)=O)C)=O)C(NC=1N2N=CC1)=O